CC1=C(OC2=C(C=C(C=C2C1=O)C)[C@@H](C)NC1=C(C(=O)O)C=CC=C1)C1=CC=C(C=C1)C1CN(CCO1)C 2-(((1R)-1-(3,6-dimethyl-2-(4-(4-methylmorpholin-2-yl)phenyl)-4-oxo-4H-chromen-8-yl)ethyl)amino)benzoic acid